C(C)(C)(C)OC(=O)N1[C@]2(C[C@@H]2CC1=O)CO.[Cl-].COC1=NC(=NC(=N1)OC)[N+]1(CCOCC1)C 4-(4,6-Dimethoxy-1,3,5-triazin-2-yl)-4-methylmorpholinium chloride t-butyl-(1S,5R)-1-(hydroxymethyl)-3-oxo-2-azabicyclo[3.1.0]hexane-2-carboxylate